(5R,10S)-10-fluoro-2-((S)-1-(4-fluorophenyl)-3,4-dihydroisoquinolin-2(1H)-yl)-7-methyl-1-oxa-3,7-diazaspiro[4.5]dec-2-ene F[C@H]1CCN(C[C@@]12CN=C(O2)N2[C@H](C1=CC=CC=C1CC2)C2=CC=C(C=C2)F)C